(R)-ethyl 12-hydroxy-11-(methoxymethyl)-3,3-dimethyl-8-oxo-2,3,8,13b-tetrahydro-1H-pyrido[2,1-a]pyrrolo[1,2-c]phthalazine-7-carboxylate OC1=CC=2[C@@H]3N(N4C(C2C=C1COC)=CC(C(=C4)C(=O)OCC)=O)C(CC3)(C)C